Gallium-Selenid [Ga]=[Se]